C(C)C(C(=O)O)(CCC(C)C)C 2-ethyl-2,5-dimethylhexanoic acid